BrC=1C=CC(=NC1)F 5-bromo-2-fluoropyridin